CC1=CC=C(C=C1)S(=O)(=O)OCCN(C)C=1C=C2C(N(C(C2=CC1)=O)C1C(NC(CC1)=O)=O)=O 2-((2-(2,6-dioxopiperidin-3-yl)-1,3-dioxoisoindolin-5-yl)(methyl)amino)ethyl 4-methylbenzenesulfonate